N8-(3-chloro-5-(trifluoromethyl)phenyl)-N2-cyclopentyl-9-(2-(methylamino)ethyl)-9H-purine-2,8-diamine ClC=1C=C(C=C(C1)C(F)(F)F)NC=1N(C2=NC(=NC=C2N1)NC1CCCC1)CCNC